6-chloro-3-(2-methoxy-4-(trifluoromethyl)phenyl)-4-methylpyridazine ClC1=CC(=C(N=N1)C1=C(C=C(C=C1)C(F)(F)F)OC)C